N'-[2,5-dimethyl-4-(phenyl-amino)phenyl]-N-ethyl-N-methylimidoformamide CC1=C(C=C(C(=C1)NC1=CC=CC=C1)C)N=CN(C)CC